C=12C(OOOC(C(=CC1)C=C2)=O)=O 3,4,5-trioxabicyclo[5.2.2]undeca-1(9),7,10-triene-2,6-dione